C1(CC1)NC(O[C@H]1C[C@H](CC1)C=1NN=C(C1)NC(=O)OCC1=CC=CC=C1)=O (1R,3S)-3-(5-{[(benzyloxy)carbonyl]amino}-2H-pyrazol-3-yl)cyclopentyl N-cyclopropylcarbamate